2-(chloromethyl)Epoxyethane ClCC1CO1